ethyl (1R,4r)-4-((R)-1-((6-phenyl-4-(((R)-1-phenyl-2-(pyrrolidin-1-yl)ethyl)amino)-5,6,7,8-tetrahydropyrido[4,3-d]pyrimidin-2-yl)amino)propyl)cyclohexane-1-carboxylate C1(=CC=CC=C1)N1CC2=C(N=C(N=C2N[C@@H](CN2CCCC2)C2=CC=CC=C2)N[C@H](CC)C2CCC(CC2)C(=O)OCC)CC1